CN(C=1C(=CC=CC1)C)CCCO methylhydroxypropyltoluidine